Methyl (S)-2-(1-(4-(((benzyloxy)carbonyl)amino)-5-methoxy-5-oxopentyl)-1H-1,2,3-triazol-4-yl)-5-nitrobenzoate C(C1=CC=CC=C1)OC(=O)N[C@@H](CCCN1N=NC(=C1)C1=C(C(=O)OC)C=C(C=C1)[N+](=O)[O-])C(=O)OC